(S)-lactate monohydrate O.C([C@@H](O)C)(=O)O